C(#N)C1CC2(C1)CC(N(CC2)CC2=C1C=CNC1=C(C=C2C2CC2)C)C2=CC=C(C(=O)NC1CNCC1)C=C2 4-(2-cyano-7-((5-cyclopropyl-7-methyl-1H-indol-4-yl)methyl)-7-azaspiro[3.5]nonan-6-yl)-N-(pyrrolidin-3-yl)benzamide